NC1=C2N=C(N(C2=NC(=N1)OCC)CC1=C(C=C(C=C1)CNCC1=CC=C(C=C1)CN(CCC)CCC)OC)O 6-amino-9-(4-(((4-((dipropylamino)methyl)benzyl)amino)methyl)-2-methoxy-benzyl)-2-ethoxy-9H-purin-8-ol